BrC1=CC=2C(C3=CC=CC=C3C2C=C1)(C1=CC=C(C=C1)O)C1=CC=C(C=C1)O 4,4'-(2-bromo-9H-fluorene-9,9-diyl)diphenol